((3,3-difluorocyclobutyl)methyl)-4-((2-fluorophenyl)ethynyl)benzamide FC1(CC(C1)CC1=C(C(=O)N)C=CC(=C1)C#CC1=C(C=CC=C1)F)F